tert-butyl ((1-(5-bromo-3-(hydroxymethyl)pyrazin-2-yl)-4-methylpiperidin-4-yl)methyl)carbamate BrC=1N=C(C(=NC1)N1CCC(CC1)(C)CNC(OC(C)(C)C)=O)CO